N1CC(=CC1)C1=CC=CC=2NC=NC21 4-(2,5-dihydro-1H-pyrrol-3-yl)-1H-benzo[d]imidazole